[Si-]1=CC=CC=C1 silinide